COC1=C(C=C2C(=NC(=NC2=C1)C)N[C@H](C)C1=CC(=CC=C1)C=1C=NNC1)OC(C)C 7-methoxy-2-methyl-6-(propan-2-yloxy)-N-{(1R)-1-[3-(1H-pyrazol-4-yl)phenyl]ethyl}quinazolin-4-amine